tert-butyl 3-(2-benzyloxyethoxy)cyclobutanecarboxylate C(C1=CC=CC=C1)OCCOC1CC(C1)C(=O)OC(C)(C)C